CC[C@H]1C[C@H]2C[C@@H]3[C@H]1N(C2)CCC4=C3NC5=C4C=C(C=C5)OC 12-methoxy-ibogamine